3-methyl-3-{[2-(pyridin-4-yl)pyrido[3,4-d]Pyrimidin-4-yl]Amino}butyronitrile CC(CC#N)(C)NC=1C2=C(N=C(N1)C1=CC=NC=C1)C=NC=C2